FC1=C(OC2=C(C=C(C=C2)NS(NC)(=O)=O)C=2C3=C(C(N(C2)C)=O)NC=C3)C=CC(=C1)F N-[4-(2,4-difluorophenoxy)-3-(6-methyl-7-oxo-6,7-dihydro-1H-pyrrolo[2,3-c]pyridin-4-yl)phenyl]-N'-methylsulfuric diamide